rhenium molybdenum niobium [Nb].[Mo].[Re]